1-(3,4-dimethyl-1-phenyl-1H-pyrazol-5-yl)-3-((3S,4R)-1-(2-methoxyethyl)-4-(3-(trifluoromethyl)phenyl)pyrrolidin-3-yl)urea CC1=NN(C(=C1C)NC(=O)N[C@@H]1CN(C[C@H]1C1=CC(=CC=C1)C(F)(F)F)CCOC)C1=CC=CC=C1